3,3,4,4,5,5,6,6,7,7,8,8,8-tridecafluoro-1-octanethiol FC(CCS)(C(C(C(C(C(F)(F)F)(F)F)(F)F)(F)F)(F)F)F